C(C)(C)(C)[Si](C)(C)OCCCOC=1N(N=CC1C=1C=C2C(=CN1)NN=C2I)C tert-butyl-[3-[4-(3-iodo-1H-pyrazolo[3,4-c]pyridin-5-yl)-2-methyl-pyrazol-3-yl]oxypropoxy]-dimethyl-silane